(3-(4-Bromophenoxy)-6-methoxybenzo[b]thiophen-2-yl)(2-ethylphenyl)methanone BrC1=CC=C(OC=2C3=C(SC2C(=O)C2=C(C=CC=C2)CC)C=C(C=C3)OC)C=C1